1-Ethyl 5-[[(1R,2S)-2-hydroxycyclohexyl]amino]pyrazolo[1,5-a]pyrimidine-3-carboxylate O[C@@H]1[C@@H](CCCC1)NC1=NC=2N(C=C1)N=CC2C(=O)OCC